OC1(CC(C1)C(=O)OC)C=1C=NC=CC1 Methyl 3-hydroxy-3-(pyridin-3-yl)cyclobutane-1-carboxylate